C(CCCCCCCCCCC)OS(=O)(=O)[O-].[Sn+4].NC1=C(C(=O)N)C=C(C=C1)C=1N=NN(N1)CC1=CC=C(C=C1)C=1OC(=NN1)C(F)F.C(CCCCCCCCCCC)OS(=O)(=O)[O-].C(CCCCCCCCCCC)OS(=O)(=O)[O-].C(CCCCCCCCCCC)OS(=O)(=O)[O-] 2-amino-5-(2-(4-(5-(difluoromethyl)-1,3,4-oxadiazol-2-yl)benzyl)-2H-tetrazol-5-yl)benzamide tin lauryl-sulfate